OCCN1C(NC(N(C1=O)CCO)=O)=O 3,5-bis(2-hydroxyethyl)-2,4,6-trioxo-1,3,5-triazin